C(CCCCCC1CC1)OCCCCCCC1CC1 methanooctyl ether